1-{4-Hydroxy-1-[3,3,3-tris-(4-fluorophenyl)-propionyl]-pyrrolidine-2-carbonyl}-pyrrolidine-2-carboxylic acid (1-methyl-piperidin-4-ylmethyl)-amide CN1CCC(CC1)CNC(=O)C1N(CCC1)C(=O)C1N(CC(C1)O)C(CC(C1=CC=C(C=C1)F)(C1=CC=C(C=C1)F)C1=CC=C(C=C1)F)=O